FC1=C(C(=C(C(=C1O[P@@](=O)(OC1=CC=CC=C1)N[C@@H](C)C(=O)OC(C)C)F)F)F)F isopropyl ((S)-(pentafluorophenoxy)-phenoxy-phosphoryl)-L-alaninate